COC1=CC=C(OCCOCCOC2=CC=C(C=C2)OC)C=C1 bis[2-(4-methoxy-phenoxy)ethyl] ether